(S)-8-(methylsulfonyl)-3-(2-(4-(p-tolyl)piperazin-1-yl)ethyl)-2-oxa-8-azaspiro[4.5]decan-1-one CS(=O)(=O)N1CCC2(C[C@H](OC2=O)CCN2CCN(CC2)C2=CC=C(C=C2)C)CC1